racemic-2-oxo-2-phenylethyl (3R,4S)-4-allyl-3-azidopyrrolidine-3-carboxylate hydrochloride Cl.C(C=C)[C@@H]1[C@@](CNC1)(C(=O)OCC(C1=CC=CC=C1)=O)N=[N+]=[N-] |r|